3-(6-(4-(benzyloxymethyl)piperidin-1-yl)-1-oxoisoquinolin-2(1H)-yl)piperidin C(C1=CC=CC=C1)OCC1CCN(CC1)C=1C=C2C=CN(C(C2=CC1)=O)C1CNCCC1